CC1=C(C=CC=C1)C(F)(F)F methyl-1-(trifluoromethyl)benzene